7-(4,4-difluoropiperidin-1-yl)-N-(3-(2,6-dioxopiperidin-3-yl)benzofuran-5-yl)heptanamide FC1(CCN(CC1)CCCCCCC(=O)NC=1C=CC2=C(C(=CO2)C2C(NC(CC2)=O)=O)C1)F